3-[4-[(E)-3-(4-Bromophenyl)-3-oxo-1-propenyl]phenyl]propenoic acid BrC1=CC=C(C=C1)C(/C=C/C1=CC=C(C=C1)C=CC(=O)O)=O